tert-butyl 4-[hydroxy-[5-(2-isopropylphenyl)-1-(2-trimethylsilylethoxymethyl)pyrrolo[2,3-c]pyridin-3-yl]methyl]piperidine-1-carboxylate OC(C1CCN(CC1)C(=O)OC(C)(C)C)C1=CN(C2=CN=C(C=C21)C2=C(C=CC=C2)C(C)C)COCC[Si](C)(C)C